N1=CC=CC2=CC(=CC=C12)C(O)C=1C=C2C=CC=NC2=CC1 di(quinolin-6-yl)methanol